C(C=C)(=O)N1C(CN(CC1)C1=NC(=NC=2CC(CCC12)N1CCCC2=CC(=CC=C12)C(=O)OC)OCC1N(CCC1)CC)CC#N methyl 1-(4-(4-acryloyl-3-(cyanomethyl)piperazin-1-yl)-2-((1-ethylpyrrolidin-2-yl)methoxy)-5,6,7,8-tetrahydroquinazolin-7-yl)-1,2,3,4-tetrahydroquinoline-6-carboxylate